FC=1C=C(C=CC1)N(C(=O)OCC1CCC(CC1)COCC(=O)O)C1=CC=C(C=C1)OC 2-(((1r,4r)-4-(((3-fluorophenyl)(4-methoxy-phenyl)carbamoyl-oxy)methyl)cyclohexyl)methoxy)acetic acid